ClC1=CC(=C(CNC=2NC(=C(N2)C=2C=C3C=NNC3=CC2)C2=NC(=CC=C2)C)C=C1)F N-(4-chloro-2-fluorobenzyl)-4-(1H-indazol-5-yl)-5-(6-methylpyridin-2-yl)-1H-imidazol-2-amine